C(C)(C)C=1C2=C(NC1C=1C=C(C=3N(C1)N=CN3)C)SC(=C2C)C2CC3CCC(C2)N3CC(=O)N 2-(3-(4-isopropyl-3-methyl-5-(8-methyl-[1,2,4]triazolo[1,5-a]pyridin-6-yl)-6H-thieno[2,3-b]pyrrol-2-yl)-8-azabicyclo[3.2.1]octan-8-yl)acetamide